ClC1=C2C(=NC=C1)SC(=N2)N 7-chlorothiazolo[5,4-b]pyridin-2-amine